C1=NC=CC2=CC(=C(C=C12)C(=O)OC)C(=O)OC dimethyl isoquinoline-6,7-dicarboxylate